4-n-butylcyclohexane-1,2-dicarboxylic acid calcium salt [Ca+2].C(CCC)C1CC(C(CC1)C(=O)[O-])C(=O)[O-]